C1(CC1)S(=O)(=O)NC=1SC=C(N1)C1(CC1)NC(OC(C)(C)C)=O tertbutyl 1-(2-(cyclopropanesulfonamido)thiazol-4-yl)cyclopropylcarbamate